Cl.COC(=O)C=1C=C(C2=C(N(C(=N2)C)C/C(=C/CN)/F)C1)C1=CC(=CC=C1)S(NC1CC1)(=O)=O (Z)-1-(4-amino-2-fluoro-but-2-en-1-yl)-4-(3-(N-cyclopropylsulfamoyl)phenyl)-2-methyl-1H-benzo[d]imidazole-6-carboxylic acid methyl ester hydrochloride